6-(3-chloro-2-(2,3-dihydrobenzofuran-5-yl)phenyl)-2,3-dihydro-1H-indene-1-carboxylic acid ClC=1C(=C(C=CC1)C1=CC=C2CCC(C2=C1)C(=O)O)C=1C=CC2=C(CCO2)C1